N[C@@H]([C@H](O)C)C(=O)C(C(C(=O)O)(N)N)C threonyldiaminobutanoic acid